10-(1-((2-(4-acetylpiperazin-1-yl)-6-chloropyridin-3-yl)amino)ethyl)-8-methyl-4,5-dihydro-3H,6H-2,2a,5a-triazaaceanthrylen-6-one C(C)(=O)N1CCN(CC1)C1=NC(=CC=C1NC(C)C=1C=C(C=C2C(N3CCCN4N=CC(C12)=C43)=O)C)Cl